3-(3-fluoro-2-methoxyanilino)-2-(3-{[(2S)-4-(2,2,2-trifluoroethyl)morpholin-2-yl]methoxy}pyridin-4-yl)-1,5,6,7-tetrahydro-4H-pyrrolo[3,2-c]pyridin-4-one FC=1C(=C(NC2=C(NC3=C2C(NCC3)=O)C3=C(C=NC=C3)OC[C@@H]3CN(CCO3)CC(F)(F)F)C=CC1)OC